C1(CC1)C#C[C@@]1(NC(NC2=CC(=C(C=C12)F)COCC1=CC=C(C=C1)OC)=O)C(C)(F)F (S)-4-(cyclopropylethynyl)-4-(1,1-difluoroethyl)-6-fluoro-7-(((4-methoxybenzyl)oxy)methyl)-3,4-dihydroquinazolin-2(1H)-one